ClC1=C(OCC2=NC=CC(=N2)OC2CCN(CC2)CC2=NC3=C(N2CC2(CC2)CC#N)C=C(C=C3)C(=O)O)C=CC(=C1)F 2-{[4-({2-[(2-chloro-4-fluorophenoxy)methyl]pyrimidin-4-yl}oxy)piperidin-1-yl]methyl}-1-{[1-(cyanomethyl)cyclopropyl]methyl}-1H-1,3-benzodiazole-6-carboxylic acid